C(=O)(O)C=1C=C(CN2CCN(CCNCCN(CC2)CC(=O)O)CC(=O)O)C=CC1 2,2'-(4-(3-carboxybenzyl)-1,4,7,10-tetraazacyclododecane-1,7-diyl)diacetic acid